1-ethyl-3-methyl-1H-pyrazol-4-yl formate C(=O)OC=1C(=NN(C1)CC)C